N1C=NC(=C1)CCNC(=O)C1=CC(=NN1[C@@H](C)C1=CC=CC=C1)C(=O)NC (S)-N5-(2-(1H-Imidazol-4-yl)ethyl)-N3-methyl-1-(1-phenylethyl)-1H-pyrazole-3,5-dicarboxamide